ClC1=CC=C(C=C1)N1C=NC=2N(C(N(C(C12)=O)COC(C(C)(C)C)=O)=O)C1CCCCC1 2,2-Dimethylpropanoic acid [7-(4-chlorophenyl)-3-cyclohexyl-2,6-dioxo-2,3,6,7-tetrahydro-1H-purin-1-yl]Methyl ester